CN=S1(CC=NC=C1)=O 1-methylimino-1,4-thiazine-1-oxide